2-(4-(tert-Butoxycarbonyl)-4H-thieno[3,2-b]pyrrol-6-yl)acetic acid C(C)(C)(C)OC(=O)N1C2=C(C(=C1)CC(=O)O)SC=C2